tert-butyl 4-(2-butyl-4-(tert-butylamino)-1-((tetrahydro-2H-pyran-4-yl)methyl)-1H-imidazo[4,5-d]thieno[3,2-b]pyridin-7-yl)-3,6-dihydropyridine-1(2H)-carboxylate C(CCC)C1=NC=2C(=C3C(=NC2NC(C)(C)C)C=C(S3)C=3CCN(CC3)C(=O)OC(C)(C)C)N1CC1CCOCC1